4-amino-1-(2-chloro-acetyl)-6-(4-fluoro-benzyl)-3,3-dimethyl-1,2,3,4-tetrahydro-pyrrolo[3,2-b]pyridin-5-one NN1C2=C(C=C(C1=O)CC1=CC=C(C=C1)F)N(CC2(C)C)C(CCl)=O